COC1=NC=CC(=C1)C1=NNC(=C1C1=CC=C(C=C1)C1=C(C(=C(C=C1)S(=O)(=O)N)C)C)C 4-[4-[3-(2-methoxy-4-pyridyl)-5-methyl-1H-pyrazol-4-yl]phenyl]-2,3-dimethyl-benzenesulfonamide